CC=1NC(=C(N1)C)C(=O)O 2,4-dimethyl-1H-imidazole-5-carboxylic acid